[Na+].C(OC)([O-])=O monomethyl carbonate monosodium salt